(2S)-2-fluoro-5-methyltetrahydro-1H-pyrrolizine F[C@H]1CC2=CCC(N2C1)C